(2-aminoethyl)-N4-(5-Cyclobutylthiazol-2-yl)-2-ethyl-pyrimidine-4,6-diamine NCCC=1C(=NC(=NC1N)CC)NC=1SC(=CN1)C1CCC1